(S)-N-(1-(6,7-difluoro-4-oxo-3,4-dihydrophthalazin-1-yl)ethyl)-N-isobutyl-1H-indole-2-carboxamide FC=1C=C2C(NN=C(C2=CC1F)[C@H](C)N(C(=O)C=1NC2=CC=CC=C2C1)CC(C)C)=O